5-(2-fluoro-6-hydroxy-4-(((6-methoxy-5-methylpyrazin-2-yl)amino)methyl)phenyl)-1,2,5-thiadiazolidin-3-one 1,1-dioxide FC1=C(C(=CC(=C1)CNC1=NC(=C(N=C1)C)OC)O)N1CC(NS1(=O)=O)=O